N1(CCC1)CCC(=O)NC(C)(C)C1=CC(=CC=C1)Cl 3-(azetidin-1-yl)-N-(2-(3-chlorophenyl)propan-2-yl)propanamide